(2R)-2-amino-N-[5-(7-methylspiro[2H-benzofuran-3,1'-cyclopropane]-4-yl)oxypyrazin-2-yl]butanamide tert-butyl-4-amino-2-azabicyclo[2.2.2]octane-2-carboxylate C(C)(C)(C)OC(=O)N1C2CCC(C1)(CC2)N.N[C@@H](C(=O)NC2=NC=C(N=C2)OC2=CC=C(C1=C2C2(CC2)CO1)C)CC